N-(4-(tert-butoxycarbonyl)-1-oxa-4,9-diazaspiro[5.5]undecane-9-carbonyl)-N-methyl-L-valine C(C)(C)(C)OC(=O)N1CCOC2(C1)CCN(CC2)C(=O)N([C@@H](C(C)C)C(=O)O)C